ClC=1C=C(C=CC1C)N1N=CC(=C1)C(C(=O)O)C 2-[1-(3-chloro-4-methylphenyl)pyrazol-4-yl]propanoic acid